COC(NC1=C(C=CC=C1)C(NC(C)(C)C)=O)=O (2-(tert-butylcarbamoyl)phenyl)carbamic acid methyl ester